CC1CCC(NC1)C=1C=CC(NC1)=O 5-(5-methyl-2-piperidyl)-1H-pyridin-2-one